2,3,4,6-tetraacetoxy-α-D-glucopyranosyl bromide C(C)(=O)O[C@@]1([C@H](O[C@@H]([C@]([C@@]1(O)OC(C)=O)(O)OC(C)=O)C(O)OC(C)=O)Br)O